Cl.ClC1=CC=C(C=C1)C1=CC=C(N1C1=C(C=CC=C1)C(F)(F)F)C1=CC=C(C(=O)NCCN(C)C)C=C1 (S)-4-[5-(4-chlorophenyl)-1-[2-(trifluoromethyl)phenyl]pyrrol-2-yl]-N-[2-(dimethylamino)ethyl]benzamide hydrochloride salt